Bidopamine N(CCC1=CC(O)=C(O)C=C1)NCCC1=CC(O)=C(O)C=C1